Bismuth-Tin [Sn].[Bi]